2-(2-cyclopropyl-4-methoxyphenyl)-3-(oxazol-5-ylmethyl)-3,5,6,8-tetrahydrobenzo[4,5]thieno[2,3-d]pyrimidine-4,7-dione C1(CC1)C1=C(C=CC(=C1)OC)C=1N(C(C2=C(N1)SC1=C2CCC(C1)=O)=O)CC1=CN=CO1